O=C1NC(CCC1N1C(N(C2=C1C=CC=C2CN2CCN(CC2)C2CCN(CC2)C(=O)OC(C)(C)C)C)=O)=O 1-Tert-butyl 4-[4-[[1-(2,6-dioxo-3-piperidyl)-3-methyl-2-oxo-benzimidazol-4-yl] methyl] piperazin-1-yl]piperidine-1-carboxylate